ClC1=CC(=C(C=C1)N1N=NC(=C1)C#N)C1=C(C(NC=C1)=O)F 1-(4-chloro-2-(3-fluoro-2-oxo-1,2-dihydropyridin-4-yl)phenyl)-1H-1,2,3-triazole-4-carbonitrile